5-(piperidin-1-yl)nicotinamide N1(CCCCC1)C=1C=NC=C(C(=O)N)C1